(R)-1-((R)-1,1-Dimethylethylsulfonamido)-8-azaspiro[4.5]decane-8-carboxylic acid tert-butyl ester C(C)(C)(C)OC(=O)N1CCC2(CCC[C@H]2NS(=O)(=O)C(C)(C)C)CC1